C(C1=CC=CC=C1)OC1=C(N(C=C(C1=O)C(=O)NCC1=C(C=C(C=C1F)F)F)NC1(COCC1)C=C)C(=O)N[C@@H](C)C=C 3-(benzyloxy)-N2-((S)-but-3-en-2-yl)-4-oxo-N5-(2,4,6-trifluorobenzyl)1-((3-vinyl-tetrahydrofuran-3-yl)amino)-1,4-dihydropyridine-2,5-dicarboxamide